The molecule is a dipeptide obtained by formal condensation of the carboxy group of L-arginine with the amino group of L-proline. It derives from a L-arginine and a L-proline. C1C[C@H](N(C1)C(=O)[C@H](CCCN=C(N)N)N)C(=O)O